[2,6-di-tert-butyl-4-(dimethylaminomethyl)phenoxy]-potassium C(C)(C)(C)C1=C(O[K])C(=CC(=C1)CN(C)C)C(C)(C)C